5-(5-cyano-1,4,5,6-tetrahydropyrrolo[3,4-c]pyrazol-3-yl)-N-methylpyridineamide C(#N)N1CC=2NN=C(C2C1)C=1C=CC(=NC1)C(=O)NC